C(C)(C)(C)NC1=C2C(=C3C(=N1)C=C(S3)C3CCN(CC3)C)N(C(=N2)CCCC)CC2CCN(CC2)C N-(tert-butyl)-2-butyl-7-(1-methylpiperidin-4-yl)-1-((1-methyl-piperidin-4-yl)methyl)-1H-imidazo[4,5-d]thieno[3,2-b]pyridine-4-amine